2-(3-(aminomethyl)-1-(1-(cis-4-isopropylcyclohexyl) piperidin-4-yl)-1H-indol-2-yl)ethyl pivalate C(C(C)(C)C)(=O)OCCC=1N(C2=CC=CC=C2C1CN)C1CCN(CC1)[C@@H]1CC[C@@H](CC1)C(C)C